3'-chloro-3-bromobiphenyl ClC=1C=C(C=CC1)C1=CC(=CC=C1)Br